C(C)(C)(C)[Sn](C(C)(C)C)C(C)(C)C tri-t-butyl-tin